N1N=NN=C1C=1C=CC(=C(C1)NS(=O)(=O)C=1C=C(C(=O)OC)C=CC1OC)C=1SC=CC1 methyl 3-(N-(5-(tetrazol-5-yl)-2-(thiophen-2-yl)phenyl)sulfamoyl)-4-methoxybenzoate